(1-[(2-chlorophenyl)methyl]-5-[3-[(propan-2-yl)-carbamoyl]phenyl]-1H-pyrazol-3-yl)-methanol ClC1=C(C=CC=C1)CN1N=C(C=C1C1=CC(=CC=C1)C(NC(C)C)=O)CO